5-(4-((1-(6-(2,3-difluoro-6-(2-morpholinothiazol-4-yl)phenoxy)pyridazin-3-yl)piperidin-4-yl)methyl)piperazin-1-yl)-2-(2,6-dioxopiperidin-3-yl)-6-fluoroisoindoline-1,3-dione FC1=C(OC2=CC=C(N=N2)N2CCC(CC2)CN2CCN(CC2)C=2C=C3C(N(C(C3=CC2F)=O)C2C(NC(CC2)=O)=O)=O)C(=CC=C1F)C=1N=C(SC1)N1CCOCC1